(N,N-dimethylsulfamoyl)-N-(2-propynyl)amphetamine CN(S(=O)(=O)N(C(C)CC1=CC=CC=C1)CC#C)C